C(C)(C)(C)C=1C(=NC=CC1)C(C)(C)C di-tertbutyl-pyridine